beta-D-xylose carbon [C].O[C@H]1[C@H](O)[C@@H](O)[C@H](O)CO1